2-(4-Cyclohexylnaphthalen-2-yl)-4-(3,3-difluoropropyl)pyridine C1(CCCCC1)C1=CC(=CC2=CC=CC=C12)C1=NC=CC(=C1)CCC(F)F